(Z)-5-(2,6-difluoro-3-hydroxybenzylidene)-3-(3-hydroxybenzyl)thiazolidine-2,4-dione FC1=C(\C=C/2\C(N(C(S2)=O)CC2=CC(=CC=C2)O)=O)C(=CC=C1O)F